tert-butyl 2-[3-(hydroxymethyl)phenyl]-3-(pyridin-4-yl)-6,7-dihydropyrazolo[1,5-a]pyrazine-5(4H)-carboxylate OCC=1C=C(C=CC1)C1=NN2C(CN(CC2)C(=O)OC(C)(C)C)=C1C1=CC=NC=C1